(R or S)-4-(Phenyl(p-tolyl)methyl)piperidine C1(=CC=CC=C1)[C@@H](C1CCNCC1)C1=CC=C(C=C1)C |o1:6|